carbonic acid Trifluoroethyl methyl ester COC(OCC(F)(F)F)=O